(5-(3-(2-(cyclopropanecarboxamido)imidazo[1,2-a]pyridin-5-yl)-4-hydroxy-5-methylphenyl)furan-2-yl)phosphonic acid C1(CC1)C(=O)NC=1N=C2N(C(=CC=C2)C=2C=C(C=C(C2O)C)C2=CC=C(O2)P(O)(O)=O)C1